2-((1-benzyl-5-(1-(4-methoxyphenyl)-1H-pyrazol-4-yl)piperidin-3-yl)oxy)aniline C(C1=CC=CC=C1)N1CC(CC(C1)C=1C=NN(C1)C1=CC=C(C=C1)OC)OC1=C(N)C=CC=C1